C(CCCCCCCCCCC)N1C(CC(C1)C(=O)OC)=O 1-lauryl-4-methyloxycarbonyl-2-pyrrolidone